FC=1C=CC(=NC1)C1=NN2C(COC3(CC3)C2)=C1C1=C2C(=NC=C1)NN=C2 2-(5-Fluoro-2-pyridyl)-3-(1H-pyrazolo[3,4-b]pyridin-4-yl)spiro[4,7-dihydropyrazolo[5,1-c][1,4]oxazine-6,1'-cyclopropane]